(3S)-N-[4-(5-Chloro-1,3-benzoxazol-2-yl)phenyl]tetrahydrofuran-3-carboxamid ClC=1C=CC2=C(N=C(O2)C2=CC=C(C=C2)NC(=O)[C@@H]2COCC2)C1